ClCC(=O)NC=1C(=C(C(=C(C1I)C(=O)O)I)C(=O)O)I 5-[(chloroacetyl)amino]-2,4,6-triiodobenzene-1,3-dicarboxylic acid